tert-Butyl (S)-3-((5-amino-6-bromo-3-fluoropyridin-2-yl)oxy)pyrrolidine-1-carboxylate NC=1C=C(C(=NC1Br)O[C@@H]1CN(CC1)C(=O)OC(C)(C)C)F